((3R,4R)-4-((4-(cyclopropyl(4-(trifluoromethyl)benzyl)amino)-5-fluoro-7H-pyrrolo[2,3-d]pyrimidin-7-yl)methyl)-3-hydroxypiperidin-1-yl)acetamide C1(CC1)N(C=1C2=C(N=CN1)N(C=C2F)C[C@@H]2[C@H](CN(CC2)CC(=O)N)O)CC2=CC=C(C=C2)C(F)(F)F